NCC(COC1=C(C#N)C=C(C=C1Cl)C(C)(C1=CC=C(C=C1)OCC1=NC(=NC=C1)SC)C)(F)F 2-(3-amino-2,2-difluoro-propoxy)-3-chloro-5-[1-methyl-1-[4-[(2-methylsulfanylpyrimidin-4-yl)methoxy]phenyl]ethyl]benzonitrile